(2R)-4-[4-[(tert-Butoxycarbonyl)amino]-5-iodopyrrolo[2,1-f][1,2,4]triazin-7-yl]-2-(methoxymethyl)pyrrolidine-1-carboxylic acid tert-butyl ester C(C)(C)(C)OC(=O)N1[C@H](CC(C1)C1=CC(=C2C(=NC=NN21)NC(=O)OC(C)(C)C)I)COC